Methyl (S)-2-((1-(1-(4-chloro-2-fluorobenzyl)-4-methyl-1H-pyrazole-3-carbonyl) piperidin-4-yl) methyl)-3-(oxetan-2-ylmethyl)-3H-imidazo[4,5-b]pyridine-5-carboxylate ClC1=CC(=C(CN2N=C(C(=C2)C)C(=O)N2CCC(CC2)CC2=NC=3C(=NC(=CC3)C(=O)OC)N2C[C@H]2OCC2)C=C1)F